5-(4-((3-cyclopropyl-8-fluoro-2,4-dioxo-1,2,3,4-tetrahydroquinazolin-7-yl)methyl)piperazin-1-yl)-N,6-dimethylpicolinamide C1(CC1)N1C(NC2=C(C(=CC=C2C1=O)CN1CCN(CC1)C=1C=CC(=NC1C)C(=O)NC)F)=O